FC(CN1N=NC2=C1C=C(C=C2)C=2C=CN1N=C(N=C(C12)OC)N[C@H]1[C@@H](CN(CC1)C1COC1)F)(C)F 5-(1-(2,2-difluoropropyl)-1H-benzo[d][1,2,3]triazol-6-yl)-N-((3R,4R)-3-fluoro-1-(oxetan-3-yl)piperidin-4-yl)-4-methoxypyrrolo[2,1-f][1,2,4]triazin-2-amine